ClC1N(C=CN1C1=C(C=CC=C1C(C)C)C(C)C)C1=C(C=CC=C1C(C)C)C(C)C 2-chloro-1,3-bis(2,6-diisopropylphenyl)-1H-imidazole